tert-Butyl (6-bromo-5-oxohexyl)(4,4-difluorocyclohexyl)carbamate BrCC(CCCCN(C(OC(C)(C)C)=O)C1CCC(CC1)(F)F)=O